tert-butyl (S)-2-((5-amino-8-(2,6-dimethylpyridin-4-yl)-3-oxo-7-phenyl-[1,2,4]triazolo[4,3-c]pyrimidin-2(3H)-yl) methyl)-4,4-difluoropyrrolidine-1-carboxylate NC1=NC(=C(C=2N1C(N(N2)C[C@H]2N(CC(C2)(F)F)C(=O)OC(C)(C)C)=O)C2=CC(=NC(=C2)C)C)C2=CC=CC=C2